ClC=1C=C(C(=N)NO)C=CC1Cl 3,4-dichloro-N-hydroxybenzamidine